N1=CC(=CC=C1)CN1N=C(C=C1)C=1C=C(C=CC1NCCNC(C=C)=O)C1=CC=CC=C1 N-(2-((3-(1-(pyridin-3-ylmethyl)-1H-pyrazol-3-yl)-[1,1'-biphenyl]-4-yl)amino)ethyl)-acrylamide